5-bromo-2-(4-((tert-butoxycarbonyl)amino)piperidin-1-yl)-6-(4-cyano-3-fluorophenyl)pyrimidine-4-carboxylic acid methyl ester COC(=O)C1=NC(=NC(=C1Br)C1=CC(=C(C=C1)C#N)F)N1CCC(CC1)NC(=O)OC(C)(C)C